ClC1=CC=2N(C(N(C=3N=CC(=CC3C2C(=C1)C)F)C)=O)C1=C(C=C(C=C1F)NCCNCCCC(=O)O)F 4-({2-[(4-{13-chloro-4-fluoro-8,15-dimethyl-9-oxo-6,8,10-triazatricyclo[9.4.0.02,7]pentadeca-1(11),2(7),3,5,12,14-hexaen-10-yl}-3,5-difluorophenyl)amino]ethyl}amino)butanoic acid